C(C)(C)(C)OC(=O)N1CCC(=CC1)C1=C(C=C(C=C1)N)[N+](=O)[O-] 4-(4-amino-2-nitrophenyl)-1,2,3,6-tetrahydropyridine-1-carboxylic acid tert-butyl ester